(1S,3R)-3-(3-{[(3,5-difluorophenyl)acetyl]-amino}-1H-pyrazol-5-yl)cyclopentyl [(cis-3-hydroxycyclobutyl)meth-yl]carbamate O[C@H]1C[C@H](C1)CNC(O[C@@H]1C[C@@H](CC1)C1=CC(=NN1)NC(CC1=CC(=CC(=C1)F)F)=O)=O